ClC1=C(C=C(C=C1)F)N=C(N)C1=C(C=2N(N=C1)C=C(C2)C2=C(C=C(C(=C2)F)O)CC)N[C@@H]2CC[C@H](CC2)NC(OC(C)(C)C)=O trans-tert-butyl N-[4-[[3-[N'-(2-chloro-5-fluoro-phenyl)carbamimidoyl]-6-(2-ethyl-5-fluoro-4-hydroxy-phenyl)pyrrolo[1,2-b]pyridazin-4-yl]amino]cyclohexyl]carbamate